tert-amyl-3,5,5-trimethylhexaneperoxoate C(C)(C)(CC)OOC(CC(CC(C)(C)C)C)=O